C(#N)C1=CC(=C(OCC2=NC=CC(=C2)O[C@@H]2C[C@@H](N(CC2)CC2=NC3=C(N2C[C@H]2OCC2)C=C(C=C3F)C(=O)O)C)C=C1)F 2-{[(2S,4S)-4-({2-[(4-cyano-2-fluorophenoxy)methyl]pyridin-4-yl}oxy)-2-methylpiperidin-1-yl]methyl}-4-fluoro-1-{[(2S)-oxetan-2-yl]methyl}-1H-1,3-benzodiazole-6-carboxylic acid